2-bromo-6-chloro-N-methyl-3-(2,2,2-trifluoroacetamido)isonicotinamide BrC=1C(=C(C(=O)NC)C=C(N1)Cl)NC(C(F)(F)F)=O